4-bromo-2-(2-pyridyldithio)-pyridine BrC1=CC(=NC=C1)SSC1=NC=CC=C1